BrC1=C2N(C=3N(C1=O)N=C(N3)C=3CCOCC3)[C@@H](C[C@@H]2C)C(=O)OC(C)(C)C tert-butyl (7S,9S)-6-bromo-2-(3,6-dihydro-2H-pyran-4-yl)-7-methyl-5-oxo-5,7,8,9-tetrahydropyrrolo[1,2-c][1,2,4]triazolo[1,5-a]pyrimidine-9-carboxylate